(S)-N-(1-cyclopropyl-5-(3-hydroxypyrrolidin-1-yl)-1H-indazol-6-yl)-2-(2-methylpyridin-4-yl)oxazole-4-carboxamide hydrochloride Cl.C1(CC1)N1N=CC2=CC(=C(C=C12)NC(=O)C=1N=C(OC1)C1=CC(=NC=C1)C)N1C[C@H](CC1)O